(3aR,5s,6aS)-N-[6-(2-chloro-phenyl)pyridazin-3-yl]-2-(tetrahydro-pyran-4-ylmethyl)-3,3a,4,5,6,6a-hexahydro-1H-cyclopenta[c]pyrrol-5-amine ClC1=C(C=CC=C1)C1=CC=C(N=N1)NC1C[C@@H]2[C@@H](CN(C2)CC2CCOCC2)C1